CC1C(NCC2N1C(CCN2C(=O)OC)=O)=O methyl 6-methyl-4,7-dioxohexahydro-2H-pyrazino[1,2-a]pyrimidine-1(6H)-carboxylate